(R)-(8-(naphthalen-2-ylsulfonyl)-1-oxa-8-azaspiro[4.5]decan-3-ylamino)propan-2-ol Ethyl-5-amino-3-fluoro-2-(6-methylpyridin-3-yl)benzoate C(C)C1=C(C(=C(C(=O)O[C@@H](CNC2COC3(C2)CCN(CC3)S(=O)(=O)C3=CC2=CC=CC=C2C=C3)C)C=C1N)C=1C=NC(=CC1)C)F